FC1=C2CC(CN(C2=CC=C1)C1=CC=C(C=C1)C(F)(F)F)NC(C=C)=O N-(5-fluoro-1-(4-(trifluoromethyl)phenyl)-1,2,3,4-tetrahydroquinolin-3-yl)acrylamide